N-(1-((5-fluoropyridin-2-yl)amino)-2,3-dihydro-1H-inden-5-yl)acrylamide FC=1C=CC(=NC1)NC1CCC2=CC(=CC=C12)NC(C=C)=O